2-((1-methylpiperidin-4-yl)oxy)-5-(4,4,5,5-tetramethyl-1,3,2-dioxaborolan-2-yl)pyridine CN1CCC(CC1)OC1=NC=C(C=C1)B1OC(C(O1)(C)C)(C)C